C(C1=CC=CC=C1)OC1=CC(=C(C=C1)[N+](=O)[O-])C 4-(benzyloxy)-2-methyl-1-nitrobenzene